ClC=1N=CC=2N(C1)N=CC2C(=O)NC=2C=C(C=CC2F)NC(OC(C)(C)C)=O tert-butyl (3-(6-chloropyrazolo[1,5-a]pyrazine-3-carboxamido)-4-fluorophenyl)carbamate